N-(chroman-8-yl)-7-methoxy-2-(tetrahydro-2H-pyran-4-yl)imidazo[1,2-a]pyridine-6-carboxamide O1CCCC2=CC=CC(=C12)NC(=O)C=1C(=CC=2N(C1)C=C(N2)C2CCOCC2)OC